CN(CC(=O)O[Li])C=1C2=C(N=C(N1)C=1C=C3C=CC=NC3=CN1)CCC2 lithio 2-[methyl[2-(1,7-naphthyridin-6-yl)-5H,6H,7H-cyclopenta[d]pyrimidin-4-yl]amino]acetate